ClC1=C(CN2C3=NC(=NC=C3NC2=O)C2=C(C=CC=C2)C(C)C)C=CC(=C1)N1N=CC=C1 9-(2-chloro-4-(1H-pyrazol-1-yl)benzyl)-2-(2-isopropylphenyl)-7,9-dihydro-8H-purin-8-one